sodium 3,5-di(β-hydroxyethoxycarbonyl)benzenesulfonate OCCOC(=O)C=1C=C(C=C(C1)C(=O)OCCO)S(=O)(=O)[O-].[Na+]